NCCC=1C=NC(=NC1)C1=C(OC2=CC(=NN2C)N(CC)CC)C=C(C=C1)F 5-[2-[5-(2-aminoethyl)pyrimidin-2-yl]-5-fluorophenoxy]-N,N-diethyl-1-methyl-pyrazole-3-amine